allyl β-D-glucopyranoside O([C@H]1[C@H](O)[C@@H](O)[C@H](O)[C@H](O1)CO)CC=C